FC(CN1CC(N(CC1)CC1=C2C=CNC2=C(C=C1OC)C)C1=CC(=C(C(=O)O)C=C1)N[C@H](C(F)(F)F)C)F 4-(4-(2,2-difluoroethyl)-1-((5-methoxy-7-methyl-1H-indol-4-yl)methyl)piperazin-2-yl)-2-(((S)-1,1,1-trifluoropropan-2-yl)amino)benzoic acid